1,3-dibromo-1,3-dibutyl-1,3-disilacyclohexane Br[Si]1(C[Si](CCC1)(CCCC)Br)CCCC